S-(difluoromethyl)-2-methylbenzothioate FC(S=C(C1=C(C=CC=C1)C)[O-])F